FC(OC1=CC=C(C(=O)C2=C(N=C(S2)N(C2=CC=C(C=C2)F)C(C(=O)N)C)C)C=C1)F (N-[5-[4-(Difluoromethoxy)benzoyl]-4-methylthiazol-2-yl]-4-fluoroanilino)propanamid